FC=1C=C(C=C(C1)F)N1C=NC(=C1)[N+](=O)[O-] 1-(3,5-Difluorophenyl)-4-nitro-1H-imidazole